5-fluoro-N-(3-fluoro-4-(4-methylpiperazin-1-yl)phenyl)-4-(1-isopropyl-1H-pyrazolo[4,3-b]pyridin-6-yl)pyrimidin-2-amine FC=1C(=NC(=NC1)NC1=CC(=C(C=C1)N1CCN(CC1)C)F)C=1C=C2C(=NC1)C=NN2C(C)C